(3-dimethylaminopropyl)-Ethylcarbodiimide CN(CCCN=C=NCC)C